5-(6-((3-ethyl-2-oxo-1,2-dihydroquinolin-7-yl)methyl)-2,6-diazaspiro[3.3]heptan-2-yl)-N,6-dimethylpicolinamide C(C)C=1C(NC2=CC(=CC=C2C1)CN1CC2(CN(C2)C=2C=CC(=NC2C)C(=O)NC)C1)=O